N-(5,6-difluoro-1H-indol-3-yl)-3-fluoro-4-(2,2,2-trifluoro-ethoxy)benzamide FC=1C=C2C(=CNC2=CC1F)NC(C1=CC(=C(C=C1)OCC(F)(F)F)F)=O